N-[3-[5-chloro-2-(difluoromethoxy)phenyl]-1-[(3S,4S)-3-hydroxypiperidin-4-yl]-1H-pyrazol-4-yl]pyrazolo[1,5-a]pyrimidine-3-carboxamide ClC=1C=CC(=C(C1)C1=NN(C=C1NC(=O)C=1C=NN2C1N=CC=C2)[C@@H]2[C@H](CNCC2)O)OC(F)F